C(C1=CC=CC=C1)[C@@H]1N(C(CC1)=O)C(=O)OC(C)(C)C tert-Butyl (2R)-2-benzyl-5-oxopyrrolidine-1-carboxylate